CC1(OC2=C(CC1OC([C@H](CCCNC(=N)N)N)=O)C=CC=C2)C.C(C)OC(C)OCC diethoxyEthane 2,2-dimethyl-3,4-dihydro-2H-1-benzopyran-3-yl-(2S)-2-amino-5-carbamimidamidopentanoate